C(C)(C)(C)C1=NC=CC(=N1)C1=C(N=C(S1)NC(=O)N1[C@@H](C[C@H](C1)NS(=O)(=O)C1CC1)C(=O)N)C (2S,4R)-N1-(5-(2-(tert-butyl)pyrimidin-4-yl)-4-methylthiazol-2-yl)-4-(cyclopropanesulfonylamino)pyrrolidine-1,2-dicarboxamide